ClC=1N(N=C2C=CC(=CC12)CO)CCC (3-chloro-2-propyl-2H-indazol-5-yl)-methanol